C(C)C(CC(=O)NC(C(=O)O)CCN(CCCCC1=NC=2NCCCC2C=C1)CCOC=1C=NC=C(C1)F)CC 2-(3-ethylpentanoylamino)-4-[2-[(5-fluoro-3-pyridyl)oxy]ethyl-[4-(5,6,7,8-tetrahydro-1,8-naphthyridin-2-yl)butyl]amino]butanoic acid